2-bromoisonicotinonitrile BrC=1C=C(C#N)C=CN1